C(C(=O)O)(=O)O.ClC1=C(C=CC=C1Cl)N1CCN(CC1)CC[C@@H]1C[C@H](C1)NC(=O)C=1OC=CN1 N-(trans-3-(2-(4-(2,3-dichlorophenyl)piperazin-1-yl)ethyl)cyclobutyl)oxazole-2-carboxamide oxalate